CC=1C=C(C=C2C(NC(=NC12)C=1C=C2C(=CN1)SC=C2)=O)OC2CN(C2)C(CC)=O 8-methyl-6-(1-propionylazetidin-3-yl)oxy-2-thieno[2,3-c]pyridin-5-yl-3H-quinazolin-4-one